FC1=CC=C(C=2C1=NON2)S(N)(=O)=O 4-fluoro-7-sulfamoylbenzofurazan